3-[2-(2-methoxy-4-chlorobenzoyl)-1,2,3,4-tetrahydroisoquinolin-5-yl]-3-(7-methoxy-1-methyl-1H-benzo[d][1,2,3]triazol-5-yl)propionic acid ethyl ester C(C)OC(CC(C1=CC2=C(N(N=N2)C)C(=C1)OC)C1=C2CCN(CC2=CC=C1)C(C1=C(C=C(C=C1)Cl)OC)=O)=O